ClC1=C(C=CC(=C1)OC1=CC=C(C=C1)Cl)[C@@]1(OC[C@@H](O1)C)CN1N=CN=C1 1-({(2S,4S)-2-[2-chloro-4-(4-chloro-phenoxy)phenyl]-4-methyl-1,3-dioxolan-2-yl}methyl)-1H-1,2,4-triazole